C(C)(C)(C)OC(=O)N(C1CC(C1)C(=O)OC)CC1=CC(=C(C=C1)C1=CC=CC=C1)Cl Methyl 3-((tert-butoxycarbonyl)((2-chloro-[1,1'-biphenyl]-4-yl)methyl)amino)cyclobutanecarboxylate